OC1=C(OC2=CC(=CC(=C2C1=O)O)O)C1=CC=C(C=C1)O 3,5,7,4'-tetrahydroxyflavone